4-fluoro-3-hydroxypyrrolidine hydrochloride Cl.FC1C(CNC1)O